N-(2-pyridin-2-ylethyl)-1H-imidazole-4-carboxamide N1=C(C=CC=C1)CCNC(=O)C=1N=CNC1